(naphthalen-2-yl)-5-(trifluoromethyl)-1,3,4-oxadiazole C1=C(C=CC2=CC=CC=C12)C=1OC(=NN1)C(F)(F)F